C1(CCCCC1)[C@@H]1C(N2CCCC[C@H]2C(O[C@@H](C=2C=CC=C(OCCOCCCC1)C2)CCC2=CC(=C(C=C2)OC)OC)=O)=O (2R,5S,12R)-12-cyclohexyl-2-[2-(3,4-dimethoxyphenyl)ethyl]-3,17,20-trioxa-10-azatricyclo[19.3.1.05,10]pentacosa-1(25),21,23-triene-4,11-dione